NCC1(CCN(CC1)C1=NN2C(S1)=NC=C2C=2C(=NC=CC2)OC)O 4-(aminomethyl)-1-(5-(2-methoxypyridin-3-yl)imidazo[2,1-b][1,3,4]thiadiazol-2-yl)piperidin-4-ol